C(=O)[O-].C(=O)[O-].C(CCCCCCCCCCC)N(C)C.[Na+].[Na+] sodium dodecyl-dimethyl-amine diformate